(2,6-dichlorophenyl)methanamine ClC1=C(C(=CC=C1)Cl)CN